tris[hydroxymethyl]-aminomethan OCC(N)(CO)CO